NC1=C(C=C(C2=C1CCO2)C(=O)O)Cl 4-Amino-5-chloro-2,3-dihydro-1-benzofuran-7-carboxylic acid